FC=1C=C(C=CC1OC1=CC=NC2=CC(=C(N=C12)C=C)OC)NC(=O)C1=CN(C(=C(C1=O)C1=CC=C(C=C1)F)C)C(C)C N-(3-Fluoro-4-((7-methoxy-6-vinyl-1,5-naphthyridin-4-yl)oxy)phenyl)-5-(4-fluorophenyl)-1-isopropyl-6-methyl-4-oxo-1,4-dihydropyridine-3-carboxamide